CC(O)C(O)CO methyl-Glycerol